C(C)(C)[Si](C(C)C)(C(C)C)C#CC1=CC=C(C=N1)O 6-((triisopropylsilyl)ethynyl)pyridin-3-ol